1-bromo-2-chloro-4-(ethylsulfonyl)benzene BrC1=C(C=C(C=C1)S(=O)(=O)CC)Cl